C1([C@H](O)[C@H](O)[C@@H](O)[C@@H](O1)C)O[C@H]1[C@@H](O[C@H]([C@@H]([C@H]1O)O)C)C(C(=O)O)(C(CCCCCCC)O)C(CC(CCCCCCC)O)=O L-rhamnopyranosyl-(1-2)-α-L-rhamnopyranosyl-3-hydroxydecanoyl-3-hydroxy-decanoic acid